C1(=CC=CC=C1)N1C(C=C(C1=O)C1=CC=C(C=C1)Cl)=O N-phenyl-3-(4-chlorophenyl)maleimide